C(C)(C)C1=NN(C=2N=C(C=C(C21)NCC2=NN(C=N2)C)C2=NC=CN=C2OC)C 3-isopropyl-6-(3-methoxypyrazin-2-yl)-1-methyl-N-((1-methyl-1H-1,2,4-triazol-3-yl)methyl)-1H-pyrazolo[3,4-b]Pyridin-4-amine